((2R,3S,5R)-5-(6-amino-2-fluoro-9H-purin-9-yl)-2-ethynyl-3-hydroxytetrahydrofuran-2-yl)methyl (1s,4R)-4-butylcyclohexane-1-carboxylate C(CCC)C1CCC(CC1)C(=O)OC[C@]1(O[C@H](C[C@@H]1O)N1C2=NC(=NC(=C2N=C1)N)F)C#C